diphenoxyphosphinyloxydioctyloxyoxygen O(C1=CC=CC=C1)P(=O)(OCCCCCCCCOOOCCCCCCCC)OC1=CC=CC=C1